CN1S(C2=C(C3=C1C=1C=CC=CC1C3=O)C=CC=C2)(=O)=O 6-methylbenzo[e]indeno[1,2-c][1,2]thiazin-11(6H)-one 5,5-dioxide